3,5-di-O-(p-toluoyl)-2-deoxy-D-ribofuranose chloride [Cl-].C1(=CC=C(C=C1)C(=O)O[C@H]1CC(O)O[C@@H]1COC(=O)C1=CC=C(C=C1)C)C